methyl 6-chloro-3-(((1R)-1-(4-methyl-6-(2-oxo-4-phenethyloxazolidin-3-yl)pyridin-2-yl)ethyl)amino)picolinate ClC1=CC=C(C(=N1)C(=O)OC)N[C@H](C)C1=NC(=CC(=C1)C)N1C(OCC1CCC1=CC=CC=C1)=O